FC=1C=C(C=CC1F)C1=NC(=NO1)CC(=O)N[C@@H]([C@@H](C(=O)NCC=1SC=CN1)O)CC1=CC=CC=C1 (2s,3r)-3-(2-(5-(3,4-difluorophenyl)-1,2,4-oxadiazol-3-yl)acetamido)-2-hydroxy-4-phenyl-N-(thiazol-2-ylmethyl)butanamide